tert-butyl 4-[1-[4-[4-(2,6-dioxo-3-piperidyl)phenyl]cyclohexyl]-4-piperidyl]piperazine-1-carboxylate O=C1NC(CCC1C1=CC=C(C=C1)C1CCC(CC1)N1CCC(CC1)N1CCN(CC1)C(=O)OC(C)(C)C)=O